2,2,7,7-tetramethyl-azepane CC1(NC(CCCC1)(C)C)C